(3R)-3-amino-5-[(4-chlorophenyl)methyl]-7-[5-[1-(2,2-difluorocyclopropyl)ethylamino]-1,3,4-oxadiazol-2-yl]-8-fluoro-1,1-dioxo-2,3-dihydro-1lambda6,5-benzothiazepin-4-one N[C@H]1CS(C2=C(N(C1=O)CC1=CC=C(C=C1)Cl)C=C(C(=C2)F)C=2OC(=NN2)NC(C)C2C(C2)(F)F)(=O)=O